C(C1=CC=CC=C1)OC=1C(=NC(=CN1)Cl)N 3-Benzyloxy-6-chloro-pyrazin-2-amine